C1(=CC=CC=C1)C(CC1([Se]CCCC1)C1=CC=C(C=C1)C(F)(F)F)C1=C(C=C(C=C1OC)OC)OC (2-phenyl-2-(2,4,6-trimethoxyphenyl)ethyl)(p-trifluoromethylphenyl)selenane